tert-butyl ((5-(cyclohexylthio)thiazol-2-yl)methyl)carbamate C1(CCCCC1)SC1=CN=C(S1)CNC(OC(C)(C)C)=O